CC=1C=CC=2N(C1)C=C(N2)CN2C(C1=CN=CC(=C1C=C2)C#C[Si](C)(C)C)=O 2-({6-methylimidazo[1,2-a]pyridin-2-yl}methyl)-5-[2-(trimethylsilyl)ethynyl]-1,2-dihydro-2,7-naphthyridin-1-one